1-[4-[6-[5-[(6-isopropylpyrazin-2-yl)amino]-1-methyl-pyrazol-4-yl]-3-pyridinyl]-3-(methoxymethyl)phenyl]cyclopropanecarboxylic acid C(C)(C)C1=CN=CC(=N1)NC1=C(C=NN1C)C1=CC=C(C=N1)C1=C(C=C(C=C1)C1(CC1)C(=O)O)COC